(R)-N-(3-(3,5-dimethylisoxazol-4-yl)-4-(piperidin-2-ylmethoxy)phenyl)-2-(3-methoxyphenyl)acetamide CC1=NOC(=C1C=1C=C(C=CC1OC[C@@H]1NCCCC1)NC(CC1=CC(=CC=C1)OC)=O)C